C(#N)C1=CC=C(C=C1)C=1C=CC=C2C=CC=[N+](C12)[O-] 8-(4-cyanophenyl)quinoline-1-oxide